C(#N)[C@H](C)NC(C1=CC=C(C=C1)C1=NC(=NC=C1C)NC=1C=NN(C1)C1CN(C1)C(=O)C1CC1)=O (S)-N-(1-cyanoethyl)-4-(2-((1-(1-(cyclopropanecarbonyl)azetidin-3-yl)-1H-pyrazol-4-yl)amino)-5-methylpyrimidin-4-yl)benzamide